amino-2-chloro-N-(5-chloro-6-(2H-1,2,3-triazol-2-yl)pyridin-3-yl)-5-fluoro-[1,1'-biphenyl]-4-carboxamide NC=1C(=C(C=C(C1C(=O)NC=1C=NC(=C(C1)Cl)N1N=CC=N1)F)C1=CC=CC=C1)Cl